7-(diethylamino)-4-methylcoumarin C(C)N(C1=CC=C2C(=CC(OC2=C1)=O)C)CC